methyl 1-((3,5-difluoropyridin-4-yl)methyl)-1H-pyrrole-2-carboxylate FC=1C=NC=C(C1CN1C(=CC=C1)C(=O)OC)F